FC(C1=C(C=CC(=C1)C(F)(F)F)N1N=C(C(=C1)[N+](=O)[O-])C)(F)F (2,4-bis(trifluoromethyl)phenyl)-3-methyl-4-nitro-1H-pyrazole